9,9-bis(4-methoxyphenyl)-9H-fluorene COC1=CC=C(C=C1)C1(C2=CC=CC=C2C=2C=CC=CC12)C1=CC=C(C=C1)OC